(1S)-2-[4,6-bis(trifluoromethyl)-1,3,5-triazin-2-yl]-6-chloro-1-(cyclohexylidenemethyl)-2,3,4,9-tetrahydro-1H-pyrido[3,4-b]indole FC(C1=NC(=NC(=N1)C(F)(F)F)N1[C@H](C=2NC3=CC=C(C=C3C2CC1)Cl)C=C1CCCCC1)(F)F